ClC1=CC=C2C(=CC(=NC2=C1Cl)N1[C@@H](CCC1)CN1N=CC=C1C(=O)O)N1C=NC=C1 (S)-1-((1-(7,8-dichloro-4-(1H-imidazol-1-yl)quinolin-2-yl)pyrrolidin-2-yl)methyl)-1H-pyrazole-5-carboxylic acid